5-(4-(4-(4-((5-(2-chloro-4-phenoxybenzoyl)-7H-pyrrolo[2,3-d]pyrimidin-4-yl)amino)piperidin-1-yl)butyl)piperazin-1-yl)-2-(2,6-dioxopiperidin-3-yl)isoindoline ClC1=C(C(=O)C2=CNC=3N=CN=C(C32)NC3CCN(CC3)CCCCN3CCN(CC3)C=3C=C2CN(CC2=CC3)C3C(NC(CC3)=O)=O)C=CC(=C1)OC1=CC=CC=C1